ClC=1C=C(C=CC1C#N)N1C(OC(C1)C(=O)NC=1C=NC(=CC1)C#N)C(F)(F)F 3-(3-Chloro-4-cyanophenyl)-N-(6-cyanopyridin-3-yl)-2-(trifluoromethyl)oxazolidin-5-carboxamid